C1(CCCCC1)P(CCCCCC)C1CCCCC1 dicyclohexyl-n-hexylphosphine